2-((1R,6S)-6-(difluoromethyl)-3-azabicyclo[4.1.0]heptan-3-yl)-N-(5-(4,4-difluoropiperidin-1-yl)-[1,2,4]triazolo[1,5-c]pyrimidin-7-yl)-4-((2-hydroxyethyl)sulfonamido)benzamide FC([C@]12CCN(C[C@@H]2C1)C1=C(C(=O)NC2=CC=3N(C(=N2)N2CCC(CC2)(F)F)N=CN3)C=CC(=C1)NS(=O)(=O)CCO)F